8-Acetyl-N-(5-chloro-3-fluoro-6-methoxypyridin-2-yl)-1,8-dihydropyrrolo[3,2-g]indole-3-sulfonamide C(C)(=O)N1C=CC=2C=CC3=C(C12)NC=C3S(=O)(=O)NC3=NC(=C(C=C3F)Cl)OC